isobutyl 2,5-dichloro-4-bis(2-methoxyphenyl)phosphino-3-thiophenesulfonate ClC=1SC(=C(C1S(=O)(=O)OCC(C)C)P(C1=C(C=CC=C1)OC)C1=C(C=CC=C1)OC)Cl